dimethyl-methanesulfonyl fluoride CC(S(=O)(=O)F)C